ClCC(=O)NC=1OC=CN1 2-Chloro-N-(oxazol-2-yl)acetamide